CC(C)[Si](OC)(OC)OC methyltrimethoxysilyl-ethane